2-((1R,3r)-3-(3-bromophenyl)-3-(4-methyl-4H-1,2,4-triazol-3-yl)cyclobutyl)Acetonitrile BrC=1C=C(C=CC1)C1(CC(C1)CC#N)C1=NN=CN1C